5-{[5-chloro-2-({2-methoxy-4-[4-(4-methylpiperazin-1-yl)piperidin-1-yl]phenyl}amino)pyrimidin-4-yl]amino}-2-hydroxybenzaldehyde ClC=1C(=NC(=NC1)NC1=C(C=C(C=C1)N1CCC(CC1)N1CCN(CC1)C)OC)NC=1C=CC(=C(C=O)C1)O